(R)-(5-(hydroxymethyl)-2,3-dihydrobenzofuran-3-yl)carbamic acid benzyl ester C(C1=CC=CC=C1)OC(N[C@H]1COC2=C1C=C(C=C2)CO)=O